CN1C(C2=C(C=C1)C(=CN2S(=O)(=O)C2=CC=C(C)C=C2)C2=CC(=CC=C2)CC2NCC1(CCO1)CC2)=O 6-Methyl-3-(3-(1-oxa-6-azaspiro[3.5]non-7-ylmethyl)phenyl)-1-tosyl-1H-pyrrolo[2,3-c]pyridin-7(6H)-one